(5S)-N-[(3S)-7,9-difluoro-2-oxo-1,3,4,5-tetrahydro-1-benzazepine-3-yl]-5-(trifluoromethyl)-6,7-dihydro-5H-pyrrolo[1,2-b][1,2,4]Triazole-2-carboxamide FC=1C=C(C2=C(CC[C@@H](C(N2)=O)NC(=O)C=2N=C3N(N2)[C@@H](CC3)C(F)(F)F)C1)F